6-chloro-5-methyl-7-(4,4,5,5-tetramethyl-1,3,2-dioxaborolan-2-yl)-1H-indazole ClC1=C(C=C2C=NNC2=C1B1OC(C(O1)(C)C)(C)C)C